C1(CCC1)C=1C(=NN(C1C1=CC=C(C=C1)F)C)NC(=O)NC1CC2(C1)CC(C2)(F)F 1-(4-cyclobutyl-5-(4-fluorophenyl)-1-methyl-1H-pyrazol-3-yl)-3-(6,6-difluorospiro[3.3]heptan-2-yl)urea